N-(1-(bicyclo[1.1.1]pentan-1-yl)-3-methyl-1H-pyrazolo[3,4-d]pyrimidin-6-yl)-6-methylbenzo[c][1,2,5]thiadiazol-5-amine C12(CC(C1)C2)N2N=C(C=1C2=NC(=NC1)NC1=CC=2C(=NSN2)C=C1C)C